COC1=CC=C(OC2=CC=C3C(=N2)C[C@@H]2C=C(C[C@]3([C@@H]2C=C)N(C)C)C)C=C1 (5R,9R,11R)-2-(4-methoxyphenoxy)-N,N,7-trimethyl-11-vinyl-9,10-dihydro-5,9-methanocycloocta[b]pyridin-5(6H)-amine